COC1=NC(=NC=C1)C1CCOCC1 4-methoxy-2-(tetrahydro-2H-pyran-4-yl)pyrimidine